FC=1C=C2C=NC(=NC2=CC1C1=C(C2=C(OCCN2)N=C1)C)NC1=CC=C(C=C1)CS(=O)(=O)C 6-fluoro-7-(8-methyl-2,3-dihydro-1H-pyrido[2,3-b][1,4]oxazin-7-yl)-N-{4-[(methylsulfonyl)methyl]phenyl}quinazolin-2-amine